ClC1=C2C(=NC(=N1)Cl)N(N=C2CC)CC 4,6-dichloro-1,3-diethyl-1H-pyrazolo[3,4-d]pyrimidine